NC=1N(C=NN1)CC=C 5-amino-4-(prop-2-en-1-yl)-4H-1,2,4-triazole